6-(1-pyrrolidinyl)-2,4-diaminopyrimidine-3-oxide N1(CCCC1)C1=CC(=[N+](C(=N1)N)[O-])N